OC1(C(COC2=CC=CC=C12)C)CS(=O)(=O)NC(OC(C)(C)C)=O tert-butyl (4-hydroxy-3-methylchroman-4-yl)methylsulfonylcarbamate